Methyl-5-bromomethylpyridine CC1=NC=C(C=C1)CBr